2-[1-[6-Fluoro-2-(2-methylindazol-5-yl)-4-oxo-chromen-8-yl]ethylamino]benzoic acid FC=1C=C2C(C=C(OC2=C(C1)C(C)NC1=C(C(=O)O)C=CC=C1)C1=CC2=CN(N=C2C=C1)C)=O